O1CCN(CC1)C1=CC2=C(C=N1)N=C(N2)C2=CC(=CN2)C(=O)C2=C(C=CC=C2)C(F)(F)F (5-(6-morpholino-1H-imidazo[4,5-c]pyridin-2-yl)-1H-pyrrol-3-yl)(2-(trifluoromethyl)phenyl)methanone